6-fluoro-N-[(4-fluorophenyl)methyl]quinazolin-4-amine FC=1C=C2C(=NC=NC2=CC1)NCC1=CC=C(C=C1)F